C1(CCCC1)NC(CN1C(=NC2=C1C=CC=C2)C2=CC=C(C(=O)NC1=CC(=CC=C1)OC)C=C2)=O 4-{1-[2-(cyclopentylamino)-2-oxoethyl]-1H-benzimidazol-2-yl}-N-(3-methoxyphenyl)benzamide